FC1=CC(=CC=N1)O 6-fluoropyridin-4-ol